C(#N)C(C(=O)N1C[C@H](CC1)NC(N[C@@H](CC1=CC=CC=C1)B(O)O)=O)=CC(C)(C)N1CC(CC1)(F)F ((R)-1-(3-((S)-1-(2-cyano-4-(3,3-difluoropyrrolidin-1-yl)-4-methylpent-2-enoyl)pyrrolidin-3-yl)ureido)-2-phenylethyl)boronic acid